ClC1=C(C#N)C=C(C(=C1)C#N)Cl 2,5-dichloroterephthalonitrile